FC=1C=C(CC2=CC(=NC=C2)N2N=C(C(=C2COC)C(=O)OC)C)C=C(C1)C(F)(F)F methyl 1-(4-(3-fluoro-5-(trifluoromethyl)benzyl)pyridin-2-yl)-5-(methoxymethyl)-3-methyl-1H-pyrazole-4-carboxylate